3-(5-Bromopyridin-2-yl)azetidine-1-carboxylic acid BrC=1C=CC(=NC1)C1CN(C1)C(=O)O